2-Amino-4-(5-chloro-3-((2S,3S)-3-(ethylamino)-2-methylpyrrolidin-1-yl)-7,9-dihydrofuro[3,4-f]quinazolin-6-yl)-7-fluorothieno[3,2-c]pyridine-3-carbonitrile NC1=C(C=2C(=NC=C(C2S1)F)C=1C2=C(C=3C=NC(=NC3C1Cl)N1[C@H]([C@H](CC1)NCC)C)COC2)C#N